O1C[C@@H](CCC1)NC(=O)C1=CC2=C(OCCC=3N2C=CN3)C=C1 (R)-N-(tetrahydro-2H-pyran-3-yl)-4,5-dihydrobenzo[b]imidazo[1,2-d][1,4]oxazepine-9-carboxamide